6-chloro-2-amino-4-acetoxy-1-Acryloyloxynaphthalene ClC=1C=C2C(=CC(=C(C2=CC1)OC(C=C)=O)N)OC(C)=O